C1(=CC=CC=C1)P(C1(C(=C2C=CC=CC2=CC1)C1=CC=CC2=CC=CC=C12)P(C1=CC=CC=C1)C1=CC=CC=C1)C1=CC=CC=C1 (R)-(+)-2,2-bis(diphenylphosphino)-1,1-binaphthalene